[N+](=O)([O-])C1=CN=C(S1)NC(N)=O N'-(5-nitro-1,3-thiazol-2-yl)urea